C(CCCCCC)C(CO)CCCCCCCCC 2-n-heptyl-1-undecanol